CC(CCC=C(C)C)(C=C)CC(=O)O.C(C)(=O)OC(C)(C=C)CCC=C(C)C linalyl acetate ((1,5-dimethyl-1-vinyl-hex-4-enyl) acetate)